methyl (Z)-1-(4-amino-2-fluorobut-2-en-1-yl)-4-(3-(N,N-dimethylsulfamoyl)phenyl)-1H-benzo[d]imidazol-6-carboxylate hydrochloride Cl.NC\C=C(\CN1C=NC2=C1C=C(C=C2C2=CC(=CC=C2)S(N(C)C)(=O)=O)C(=O)OC)/F